C(C1=CC=CC=C1)OC1=CC=C(C[C@H]2C(N[C@H](C(N2)=O)CC2=CC=C(C=C2)OCC2=CC=CC=C2)=O)C=C1 (3S,6S)-3,6-bis(4-(benzyloxy)benzyl)piperazine-2,5-dione